N1(N=CC=C1)C=1C=CC=CC1 3-(1H-pyrazol-1-yl)benzene